ClC1=NC(=NC(=C1Br)Cl)C#N 4,6-dichloro-5-bromopyrimidinecarbonitrile